Ethyl (S)-1-((6-(dimethylamino)-1-oxo-1-((4-((2-(4,4,5,5-tetramethyl-1,3,2-dioxaborolan-2-yl)phenoxy)methyl)phenyl)amino)hexan-2-yl)carbamoyl)cyclobutane-1-carboxylate CN(CCCC[C@@H](C(NC1=CC=C(C=C1)COC1=C(C=CC=C1)B1OC(C(O1)(C)C)(C)C)=O)NC(=O)C1(CCC1)C(=O)OCC)C